2-[4-(4-(trifluoromethylcarbonylamino)phenyl)-6-(4-hydroxy-piperidin-1-yl)-pyrimidin-2-ylamino]-4-methylthiazole-5-carboxylic acid ethyl ester C(C)OC(=O)C1=C(N=C(S1)NC1=NC(=CC(=N1)C1=CC=C(C=C1)NC(=O)C(F)(F)F)N1CCC(CC1)O)C